FC1=C(C(=CC=2C3=C(C(=NC12)OC[C@H]1N(CCC1)C)N=NN3[C@@H]3C[C@H](N(CC3)C(\C=C\CF)=O)CC#N)C)C3=CC=C(C=C3)F ((2S,4S)-4-(6-fluoro-7-(4-fluorophenyl)-8-methyl-4-(((S)-1-methylpyrrolidin-2-yl)methoxy)-1H-[1,2,3]triazolo[4,5-c]quinolin-1-yl)-1-((E)-4-fluorobut-2-enoyl)piperidin-2-yl)acetonitrile